CC1=CC=CC(=N1)C1=C(N=CN1)C=1C=C2C=C(C=NC2=CC1)C=1N=C(SC1)C(=O)OC1CNC1 azetidin-3-yl 4-[6-[5-(6-methyl-2-pyridyl)-1H-imidazol-4-yl]-3-quinolyl]thiazole-2-carboxylate